2-(ethylsulfonyl)-1-(5-((triisopropylsilyl)oxy)pyridin-2-yl)ethan-1-one C(C)S(=O)(=O)CC(=O)C1=NC=C(C=C1)O[Si](C(C)C)(C(C)C)C(C)C